2-((5-(Isoxazol-5-yl)isoindolin-2-yl)methyl)-5-((1-(methylsulfonyl)piperidin-4-yl)methoxy)-4H-pyran-4-one O1N=CC=C1C=1C=C2CN(CC2=CC1)CC=1OC=C(C(C1)=O)OCC1CCN(CC1)S(=O)(=O)C